rac-(1S,2S)-cyclopentane-1,2-diol [C@H]1([C@H](CCC1)O)O |r|